C(C)(=O)O[C@H](C[C@H](C(C)C)N(C([C@H]([C@H](CC)C)NC(=O)[C@@H]1N(CCCC1)C)=O)CCCCC=1N=NN(C1)C)C=1SC=C(N1)C(=O)O 2-((1R,3R)-1-acetoxy-4-methyl-3-((2S,3S)-3-methyl-N-(4-(1-methyl-1H-1,2,3-triazol-4-yl)butyl)-2-((R)-1-methylpiperidine-2-carboxamido)pentanamido)pentyl)thiazole-4-carboxylic acid